(5-methylpyridin-2-yl)(pyrrolidin-1-yl)methanone CC=1C=CC(=NC1)C(=O)N1CCCC1